O1CCN(CC1)CC1CCN(C(C1)NC1=NC=CC=C1)C=CC=O 3-(4-(morpholinomethyl)-6-(pyridin-2-ylamino)piperidin-1-yl)prop-2-en-1-one